CC(C)(C)C=1C=C(C=C(C1O)C(C)(C)C)CP(OCC)(OCC)=O diethyl ((3,5-bis-(1,1-dimethylethyl)-4-hydroxyphenyl) Methyl)phosphonate